(S)-6-chloro-2-(1-methyl-1H-tetrazol-5-yl)-1-(((S)-tetrahydro-2H-pyran-3-yl)methyl)-2,3,4,9-tetrahydro-1H-pyrido[3,4-b]indole ClC=1C=C2C3=C(NC2=CC1)[C@@H](N(CC3)C3=NN=NN3C)C[C@H]3COCCC3